BrCC(CBr)OC1=CC=C(C[C@H](N)C(=O)O)C=C1 4-((1,3-dibromopropan-2-yl)oxy)-phenylalanine